ClC=1C=C2C(=CN1)N(N=C2C(C)=O)C (5-chloro-1-methyl-1H-pyrazolo[3,4-c]pyridin-3-yl)ethan-1-one